7-chloro-8-methoxy-[1,2,4]triazolo[1,5-a]pyridin-2-amine ClC1=C(C=2N(C=C1)N=C(N2)N)OC